[Cl-].C(CC1=CC=CC=C1)N1CN(C=C1)CCC[Si](OCC)(OCC)OCC 1-phenethyl-3-(triethoxysilylpropyl)imidazole chloride